C(C)N(C([S-])=S)CC.C(C)N(C([S-])=S)CC.C(C)N(C([S-])=S)CC.[Cr+3] chromium tris(diethyldithiocarbamate)